OCC1CCC(CC1)N1N=C2C(C=C3C(C(OC(=N3)C3=NC(=CC=C3)C(F)(F)F)=O)=C2)=C1 2-[4-(hydroxymethyl)cyclohexyl]-6-[6-(trifluoromethyl)-2-pyridyl]pyrazolo[3,4-g][3,1]benzoxazin-8-one